6-(4-methylpyrimidine-5-carboxamido)-7-oxohept-2-enoate CC1=NC=NC=C1C(=O)NC(CCC=CC(=O)[O-])C=O